C[C@@H]1CNCC[C@@H]1C1=CC=C(C=C1)C(C)(C)C |r| rac-cis-3-methyl-4-(4-(tert-butyl)phenyl)piperidine